N1=NN=NC1=O TETRAZOLONE